[Zn].N1=C(C=CC(=C1)C=O)C1=NC=C(C=C1)C=O 2,2'-bipyridine-5,5'-dicarboxaldehyde zinc